4-ethyl-2-mercapto-octane C(C)C(CC(C)S)CCCC